(R)-4-(1-methyl-1H-1,2,3-triazol-4-yl)-N-(piperidin-3-yl)-N-(4-styrylpyridin-2-yl)benzamide CN1N=NC(=C1)C1=CC=C(C(=O)N(C2=NC=CC(=C2)C=CC2=CC=CC=C2)[C@H]2CNCCC2)C=C1